[Cl-].[Ba+2].[Cl-] barium(II) chloride